2-(4-hydroxy-piperidin-1-yl)-ethanesulfonic acid (4-{6-amino-5-[1-(2-chloro-3,6-difluoro-phenyl)-ethoxy]-pyridin-3-yl}-phenyl)-amide NC1=C(C=C(C=N1)C1=CC=C(C=C1)NS(=O)(=O)CCN1CCC(CC1)O)OC(C)C1=C(C(=CC=C1F)F)Cl